F[C@@H]1CN(CC[C@H]1NC(=O)C1=CC(=CC=2N(C=NC21)CC(F)(F)F)C#CCNC=2C(OC)=CC=C(C2)S(=O)(=O)C)C N-[(3R,4R)-3-fluoro-1-methyl-4-piperidyl]-6-[3-(4-mesyl-2-anisidino)-1-propynyl]-1-(2,2,2-trifluoroethyl)-1H-benzo[d]imidazole-4-carboxamide